FC(C(=O)O)(F)F.COC1=CC=C(CNC(=O)C=2SC=3C(C=4C=CN=CC4C(C3N2)=O)=O)C=C1 N-(4-methoxybenzyl)-4,9-dioxo-4,9-dihydrothiazolo[5,4-g]isoquinoline-2-carboxamide trifluoroacetate